CC=1C=C(C=CC1OC1=CC2=C(N(N=N2)C)C=C1)NC1=NC=NC2=C1N=C(N=C2)N2C[C@H](CC2)NC(C=C)=O (S)-N-(1-(8-((3-methyl-4-((1-methyl-1H-benzo[d][1,2,3]triazol-5-yl)oxy)phenyl)amino)pyrimido[5,4-d]pyrimidin-2-yl)pyrrolidin-3-yl)acrylamide